CC1CCC(=NC1)C1=CC=C2CNC(C2=C1)=O 6-(5-methyl-3,4,5,6-tetrahydropyridin-2-yl)Isoindolin-1-one